C(C)(=O)OC1=CC2=C(C(C3=C(N(S2(=O)=O)C)C=CC=C3)NCCCOC)C=C1 11-((3-Methoxypropyl) amino)-6-methyl-5,5-dioxido-6,11-dihydrodibenzo[c,f][1,2]thiazepin-3-yl acetate